3-(1-phenyl-2-(phenylseleno)ethyl)-1H-indole C1(=CC=CC=C1)C(C[Se]C1=CC=CC=C1)C1=CNC2=CC=CC=C12